NC1=C(C(=NN1C(C)C)C1=CC(=C(C=C1)CC(=O)NC1=NOC(=C1)C1(CCCC1)C)COC)C(=O)N 5-Amino-1-isopropyl-3-[3-(methoxymethyl)-4-[2-[[5-(1-methylcyclopentyl)isoxazol-3-yl]amino]-2-oxo-ethyl]phenyl]pyrazole-4-carboxamide